OC1=C2C(C=C(OC2=C(C(=C1O)OC)OC)C1=CC(=C(C=C1)OC)OC)=O 5,6-dihydroxyl-7,8,3',4'-tetramethoxyflavone